FC=1C(=NC=CC1)NC(=S)NC(C1=NC=CC(=C1)C)=N N-((3-fluoropyridin-2-yl)carbamothioyl)-4-methylpicolinimidamide